ClC=1C=C(C(=O)N(C)C2C[C@H]3CC[C@@H](C2)N3CC#N)C=CC1[C@@H]1[C@H](C1)C1=NC(=NC3=CC=CC=C13)C 3-chloro-N-((1R,3s,5S)-8-(cyanomethyl)-8-azabicyclo[3.2.1]oct-3-yl)-N-methyl-4-((1S,2S)-2-(2-methylquinazolin-4-yl)cyclopropyl)benzamide